(R)-6-(4-(7-aminoheptyl)piperazin-1-yl)-N-(1-(3-fluorophenyl)piperidin-3-yl)pyrimidin-4-amine NCCCCCCCN1CCN(CC1)C1=CC(=NC=N1)N[C@H]1CN(CCC1)C1=CC(=CC=C1)F